BrC1=C2CCN(C(C2=CC=C1)C)C(=O)OC(C)(C)C tert-butyl 5-bromo-1-methyl-1,2,3,4-tetrahydroisoquinoline-2-carboxylate